1,3-dichloro-5-vinylbenzene ClC1=CC(=CC(=C1)C=C)Cl